5-(beta-D-glucosylmethyl)cytosine [C@@H]1([C@H](O)[C@@H](O)[C@H](O)[C@H](O1)CO)CC=1C(=NC(NC1)=O)N